OC1(CC(C1)NC1=CC=C(N=N1)C1=C(C=C(C=C1C)C(F)(F)F)O)C(F)(F)F 2-(6-(((trans)-3-Hydroxy-3-(trifluoromethyl)cyclobutyl)amino)pyridazin-3-yl)-3-methyl-5-(trifluoromethyl)phenol